S(C#N)C1=CC2=C(NC(=N2)NC(OC)=O)C=C1 methyl (5-thiocyanato-1H-benzo[d]imidazol-2-yl)carbamate